Dimethylsilylene-(2-isopropyl-4-(p-cyclohexyl-phenyl)indenyl)(2-methyl-4-(p-cyclohexyl-phenyl)indenyl)zirconium dichloride [Cl-].[Cl-].C[Si](=[Zr+2](C1C(=CC2=C(C=CC=C12)C1=CC=C(C=C1)C1CCCCC1)C)C1C(=CC2=C(C=CC=C12)C1=CC=C(C=C1)C1CCCCC1)C(C)C)C